1-(2-chloro-3-methoxymethyl-5-hydroxyphenyl)-3-(2-chloroquinolin-3-yl)-(2E)-2-propen-1-one ClC1=C(C=C(C=C1COC)O)C(\C=C\C=1C(=NC2=CC=CC=C2C1)Cl)=O